1-(2-Hydroxy-4-methoxyphenyl)butan-1-one OC1=C(C=CC(=C1)OC)C(CCC)=O